5-ethyl-3,7-dioxa-1-azabicyclooctane C(C)C1COCN(COC1)C1CCCCCCC1